7-[5-Deoxy-5-[[3-[[[[4-(1,1-dimethylethyl)phenyl]amino]carbonyl]amino]propyl](1-methylethyl)amino]-β-D-ribofuranosyl]-7H-pyrrolo[2,3-d]pyrimidin-4-amine Formic Acid Salt C(=O)O.CC(C)(C)C1=CC=C(C=C1)NC(=O)NCCCN(C[C@@H]1[C@H]([C@H]([C@@H](O1)N1C=CC2=C1N=CN=C2N)O)O)C(C)C